sulfur perfluorobutane FC(C(C(C(F)(F)F)(F)F)(F)F)(F)F.[S]